C/C=1/C(=O)OC(\C1)=O cis-methylmaleic anhydride